FC=1C=CC(=NC1)OCC 5-fluoro-2-ethoxypyridin